C(C)(C)N(C(C)C)P(OC(C#N)C)N(C(C)C)C(C)C {[bis(diisopropylamino)phosphanyl]oxy}propanenitrile